silver oxide citrate C(CC(O)(C(=O)[O-])CC(=O)[O-])(=O)[O-].[O-2].[Ag+]